3-[5-[(1-methylcyclopropyl)sulfamoyl]-3-(5-methyl-1,3,4-oxadiazol-2-yl)-2-oxo-benzoimidazol-1-yl]propionamide CC1(CC1)NS(=O)(=O)C1=CC2=C(N(C(N2C=2OC(=NN2)C)=O)CCC(=O)N)C=C1